C(C)(=O)OCC(CC1=C(N(C2=CC=C(C=C12)Br)CCOC1CCOCC1)C=1C(=NC=C(C1)I)[C@H](C)OC)(C)C (S)-3-(5-bromo-2-(5-iodo-2-(1-methoxyethyl)pyridin-3-yl)-1-(2-((tetrahydro-2H-pyran-4-yl)oxy)ethyl)-1H-indol-3-yl)-2,2-dimethylpropyl acetate